(bromomethyl)-2-nitrobenzene BrCC1=C(C=CC=C1)[N+](=O)[O-]